ethyl (S)-2-(4-(2-(5-((4,6-difluoro-1H-indol-5-yl)oxy)-2-fluorophenyl)-1H-imidazol-4-yl)-4-methylchroman-8-yl)acetate FC1=C2C=CNC2=CC(=C1OC=1C=CC(=C(C1)C=1NC=C(N1)[C@]1(CCOC2=C(C=CC=C12)CC(=O)OCC)C)F)F